ClC1=CC(=C(C=C1)[C@@]1(OC2=C(C(=NC=C2)C2CCN(CC2)CC2=NC3=C(N2C[C@H]2OCC2)C=C(C=C3)C(=O)O)O1)C)F 2-((4-((R)-2-(4-chloro-2-fluorophenyl)-2-methyl-[1,3]dioxolo[4,5-c]pyridin-4-yl)piperidin-1-yl)methyl)-1-(((S)-oxetan-2-yl)methyl)-1H-benzo[d]imidazole-6-carboxylic acid